phenyl-1,2,5-oxadiazole-3-carboxamide C1(=CC=CC=C1)C=1C(=NON1)C(=O)N